N-(3-cyanophenyl)benzamid C(#N)C=1C=C(C=CC1)NC(C1=CC=CC=C1)=O